C(#N)C(N1C[C@@H](N(C[C@H]1C)C(=O)OC(C)(C)C)C)C1=CC=C(C=C1)F tert-butyl (2S,5R)-4-(cyano(4-fluorophenyl)methyl)-2,5-dimethylpiperazine-1-carboxylate